BrC1=CC(=C(C=C1)C1=CC=C(C=C1)C1=CC=CC=C1)C1=NC(=NC(=N1)C1=CC=CC=C1)C1=CC=CC=C1 2-(4-bromo-[1,1':4',1''-terphenyl]-2-yl)-4,6-diphenyl-1,3,5-triazine